tert-butyl ((6-cyclopropyl-8-formylimidazo[1,2-a]pyridin-2-yl)methyl)carbamate C1(CC1)C=1C=C(C=2N(C1)C=C(N2)CNC(OC(C)(C)C)=O)C=O